dimethyl-aminothioformic acid O-(4-cyano-2-cyclopropoxyphenyl) ester C(#N)C1=CC(=C(C=C1)OC(=S)N(C)C)OC1CC1